3-(1-OXO-4-((4-((2,4,5-TRIMETHYL-1H-IMIDAZOL-1-YL)METHYL)BENZYL)OXY)ISOINDOLIN-2-YL)PIPERIDINE-2,6-DIONE FORMATE C(=O)O.O=C1N(CC2=C(C=CC=C12)OCC1=CC=C(C=C1)CN1C(=NC(=C1C)C)C)C1C(NC(CC1)=O)=O